N-(4-fluorophenethyl)-2-(4-methylpiperazin-1-yl)-2-(pyridin-3-yl)acetamide FC1=CC=C(CCNC(C(C=2C=NC=CC2)N2CCN(CC2)C)=O)C=C1